C(C)(C)(C)OC(=O)N1C=CC2=C(C(=CC(=C12)C)OC)CN1C(CC2(CC(C2)(F)F)CC1)C1=CC=C(C=2C=NN(C12)COCC[Si](C)(C)C)C(=O)OCC Ethyl 7-(7-{[1-(tert-butoxycarbonyl)-5-methoxy-7-methylindol-4-yl]methyl}-2,2-difluoro-7-azaspiro[3.5]nonan-6-yl)-1-{[2-(trimethylsilyl)ethoxy]methyl}indazole-4-carboxylate